6-((4-Cyanobenzyl)thio)-9H-purin C(#N)C1=CC=C(CSC2=C3N=CNC3=NC=N2)C=C1